C(C)(C)(C)OC(=O)N1CCC(CC1)NC1=NC=C2C(=N1)N(N=C2)CC2CCCCC2 tert-butyl-4-((1-(cyclohexylmethyl)-1H-pyrazolo[3,4-d]pyrimidin-6-yl)amino)piperidine-1-carboxylate